methyl 3-(7-methoxy-2,3-dimethyl-1,1-dioxido-5-phenyl-2,3,4,5-tetrahydrobenzo[f][1,2,5]thiadiazepin-8-yl)benzoate COC=1C(=CC2=C(N(CC(N(S2(=O)=O)C)C)C2=CC=CC=C2)C1)C=1C=C(C(=O)OC)C=CC1